(R)-1-(4-(6-chloro-8-fluoro-7-(3-hydroxy-naphthalen-1-yl)-2-(2-morpholino-ethoxy)quinazolin-4-yl)piperazin-1-yl)prop-2-en-1-one ClC=1C=C2C(=NC(=NC2=C(C1C1=CC(=CC2=CC=CC=C12)O)F)OCCN1CCOCC1)N1CCN(CC1)C(C=C)=O